N1,N1-dimethyl-N3-(pyrimido[1',6':1,5]pyrazolo[4,3-c][1,7]naphthyridin-6-yl)benzene-1,3-diamine CN(C1=CC(=CC=C1)NC1=NC2=CN=CC=C2C=2C1=C1N(N2)C=NC=C1)C